potassium chloride [Cl-].[K+]